O1CCN(CC1)C=1SC=2C(=NC(=CC2)N2CCCCC2)N1 2-morpholino-5-(piperidin-1-yl)thiazolo[4,5-b]pyridin